[Si](C)(C)(C(C)(C)C)OC[C@H](C1=CC(=CC=C1)Cl)N1C(C=C(C=C1)C=1C=C2C(=NN(C2=CC1F)C1OCCCC1)C1=CC(=NC=C1)C)=O ((S)-2-((tert-butyldimethylsilyl)oxy)-1-(3-chlorophenyl)ethyl)-4-(6-fluoro-3-(2-methylpyridin-4-yl)-1-(tetrahydro-2H-pyran-2-yl)-1H-indazol-5-yl)pyridin-2(1H)-one